NC=1C=2N(C3=CC(=C(C=C3N1)F)C(=O)N(C)C1C3=C(SC1)C=CC=C3)C=NC2 4-amino-N-(2,3-dihydrobenzo[b]thiophen-3-yl)-7-fluoro-N-methylimidazo[1,5-a]quinoxaline-8-carboxamide